dimethyl phosphate sodium salt [Na+].P(=O)(OC)(OC)[O-]